FC1=CC(=NC=N1)O 6-fluoropyrimidin-4-ol